ClC=1C(=C(C=CC1)NC1=C(C(=O)NC2=CC=C(C=C2)NCCO)C=CC=C1)C 2-((3-chloro-2-methylphenyl)amino)-N-(4-((2-hydroxyethyl)amino)phenyl)benzamide